CN1N=CC(=C1)C1=CC=C2C(=N1)C(=CS2)C2=C1C(=NC=C2)NC=C1 5-(1-methyl-1H-pyrazol-4-yl)-3-(1H-pyrrolo[2,3-b]-pyridin-4-yl)thieno[3,2-b]pyridine